6-((3,4-dihydroisoquinolin-2(1H)-yl)methyl)-2-(3-(3-((4-methyl-4H-1,2,4-triazol-3-yl)methyl)oxetan-3-yl)phenyl)-4-(trifluoromethyl)isoindolin-1-one C1N(CCC2=CC=CC=C12)CC1=CC(=C2CN(C(C2=C1)=O)C1=CC(=CC=C1)C1(COC1)CC1=NN=CN1C)C(F)(F)F